NC1=NC2=CC(=C(C=C2C=N1)C=C)N1CCN(CC1)[C@@]1([C@@H](COC1)O)C |o1:19,20| (3S,4S) or (3R,4R)-4-(4-(2-amino-6-vinylquinazolin-7-yl)piperazin-1-yl)-4-methyltetrahydrofuran-3-ol